2-(2,6-Dioxopiperidin-3-yl)-5-(4-(3-(piperidin-4-yl)propyl)piperazin-1-yl)isoindoline-1,3-dione O=C1NC(CCC1N1C(C2=CC=C(C=C2C1=O)N1CCN(CC1)CCCC1CCNCC1)=O)=O